P(=O)(O)(O)O.[F] fluorine phosphate salt